C(C)OC(CCC(=O)C1=NC(=CC(=C1O)C#N)C1=C(C=CC=C1)OC)=O 4-[4-Cyano-3-hydroxy-6-(2-methoxy-phenyl)-pyridin-2-yl]-4-oxo-butyric acid ethyl ester